CN1C=NC=2C1=NC=C(C2)NC(OC[C@@H]2OC1=C(C3=C(N=C(S3)C3=C4N=CC(=NC4=CC(=C3)C)OC)C(=C1)C)OC2)=O (R)-(2-(2-methoxy-7-methylquinoxalin-5-yl)-4-methyl-7,8-dihydro-[1,4]dioxino[2',3':3,4]benzo[1,2-d]thiazol-7-yl)methyl (3-methyl-3H-imidazo[4,5-b]pyridin-6-yl)carbamate